ClC1=CC=C(S1)CNC1=CC(=NN1C(C(CO)(C)C)=O)C1(NCCC1)C 1-(5-{[(5-Chlorothiophen-2-yl)methyl]amino}-3-(2-methylpyrrolidin-2-yl)-1H-pyrazol-1-yl)-3-hydroxy-2,2-dimethylpropan-1-on